(2R,4aS,6aS,9S,10E,12bR,14aS,14bR)-10-(cyanomethyl)-11-hydroxy-9-methoxy-2,4a,6a,9,12b,14a-hexamethyl-1,2,3,4,4a,5,6,6a,9,10,11,12b,13,14,14a,14b-hexadecahydropicene-2-carboxylic acid C(#N)CC1[C@](C2=CC=C3[C@]4(CC[C@]5(CC[C@](C[C@H]5[C@@]4(CC[C@]3(C2=CC1O)C)C)(C(=O)O)C)C)C)(C)OC